5-((6-((4'-chloro-5,5-dimethyl-3,4,5,6-tetrahydro-[1,1'-biphenyl]-2-yl)methyl)-3,6-diazabicyclo[3.1.1]heptan-3-yl)methyl)-2-(2,4-dioxotetrahydropyrimidin-1(2H)-yl)isoindoline-1,3-dione ClC1=CC=C(C=C1)C1=C(CCC(C1)(C)C)CN1C2CN(CC1C2)CC=2C=C1C(N(C(C1=CC2)=O)N2C(NC(CC2)=O)=O)=O